N-[2-[(2-cyano-3-fluorophenyl)amino]ethyl]-2-[[(3,5-dimethyl-4-isoxazolyl)methyl]thio]-3-pyridinecarboxamide C(#N)C1=C(C=CC=C1F)NCCNC(=O)C=1C(=NC=CC1)SCC=1C(=NOC1C)C